(1R,5S)-3-(1-benzyl-7-chloro-8-fluoro-2-oxo-1,2-dihydro-1,6-naphthyridin-4-yl)-3,8-diazabicyclo[3.2.1]octane-8-carboxylic acid tert-butyl ester C(C)(C)(C)OC(=O)N1[C@H]2CN(C[C@@H]1CC2)C2=CC(N(C1=C(C(=NC=C21)Cl)F)CC2=CC=CC=C2)=O